ClC=1C=C2C(=NC(=NC2=C(C1C1=C(C=CC=C1O)F)F)N1CC(C1)N(C)C)N1CCC2(CN(C2)C(C=C)=O)CC1 1-(7-(6-chloro-2-(3-(dimethylamino)azetidin-1-yl)-8-fluoro-7-(2-fluoro-6-hydroxyphenyl)quinazolin-4-yl)-2,7-diazaspiro[3.5]nonan-2-yl)prop-2-en-1-one